NC1=C2N(C(N(C2=NC(N1)=NS(=O)(=O)CCC)CC1=CC=CC=C1)=O)C(=O)N(CCOC)CCOC 6-amino-9-benzyl-N,N-bis(2-methoxyethyl)-8-oxo-2-(propylsulfonylimino)purine-7-carboxamide